CC1=CC=C(C=C1)C1=NNC(C=2CCCCC12)=O 4-(4-Methylphenyl)-5,6,7,8-tetrahydrophthalazin-1(2H)-one